N-(3-chloro-2-methylphenyl)-2-ethoxy-6-({[2-(trifluoromethyl)phenyl]carbonyl}amino)-1H-benzoimidazole-4-carboxamide ClC=1C(=C(C=CC1)NC(=O)C1=CC(=CC=2NC(=NC21)OCC)NC(=O)C2=C(C=CC=C2)C(F)(F)F)C